N-(2-isobutyrylphenyl)-N-(4-methoxybenzyl)propiolamide C(C(C)C)(=O)C1=C(C=CC=C1)N(C(C#C)=O)CC1=CC=C(C=C1)OC